glucosyl glucopyranoside O(C1[C@H](O)[C@@H](O)[C@H](O)[C@H](O1)CO)C1[C@H](O)[C@@H](O)[C@H](O)[C@H](O1)CO